FC(COC(C(=C)C)=O)(F)F.O1C(C1)COC=1C=C(C=CC1)NC(C)=O N-(3-(oxiran-2-ylmethoxy)phenyl)acetamide 2,2,2-trifluoroethyl-methacrylate